(2-((1-((2-(3-(6-aminohexyl)-2-phenylguanidino)ethyl)amino)-3-(1H-indol-3-yl)-1-oxopropan-2-yl)carbamoyl)-4-bromophenyl)-2-naphthamide NCCCCCCNC(NCCNC(C(CC1=CNC2=CC=CC=C12)NC(=O)C1=C(C=CC(=C1)Br)C1=C(C=CC2=CC=CC=C12)C(=O)N)=O)=NC1=CC=CC=C1